tert-butyl 6-[[5-iodo-7-(p-tolylsulfonyl)pyrrolo[2,3-d]pyrimidin-2-yl]methyl]-2-azaspiro[3.3]heptane-2-carboxylate IC1=CN(C=2N=C(N=CC21)CC2CC1(CN(C1)C(=O)OC(C)(C)C)C2)S(=O)(=O)C2=CC=C(C=C2)C